(S)-1-((S)-2-amino-4-methylpentanoyl)-N-((S)-1-phenyl-2-(pyridin-2-yl)ethyl)pyrrolidine-2-carboxamide N[C@H](C(=O)N1[C@@H](CCC1)C(=O)N[C@@H](CC1=NC=CC=C1)C1=CC=CC=C1)CC(C)C